(1R,3S,5S)-8-[(1S,2R)-2-amino-3,3-difluorocyclohexyl]-N-(cyclopropylmethyl)-N-methyl-8-azabicyclo[3.2.1]octan-3-amine N[C@@H]1[C@H](CCCC1(F)F)N1[C@H]2CC(C[C@@H]1CC2)N(C)CC2CC2